(1R,2R)-N-(6-(4-aminopyridin-3-yl)pyrimidin-4-yl)-2-fluorocyclopropane-1-carboxamide NC1=C(C=NC=C1)C1=CC(=NC=N1)NC(=O)[C@@H]1[C@@H](C1)F